allen phosphate P(=O)(O)(O)O.C=C=C